ClC=1C=C(CN2CC3C(C2)CN(C3)C(=O)N3N=C(C=C3)C(=O)O)C=C(C1)C(F)(F)F 1-(5-(3-chloro-5-(trifluoromethyl)benzyl)octahydro-pyrrolo[3,4-c]pyrrole-2-carbonyl)-1H-pyrazole-3-carboxylic acid